BrC=1C=C2C(=NC1[N+]1=CC=CC=C1)C(CN2C(=O)OC(C)(C)C)(C)C 1-(6-bromo-1-(tert-butoxycarbonyl)-3,3-dimethyl-2,3-dihydro-1H-pyrrolo[3,2-b]pyridin-5-yl)pyridin-1-ium